OC1=CC=C(C=C1)CC(=O)ON1C(CCC1=O)=O 2,5-dioxopyrrolidin-1-yl 2-(4-hydroxyphenyl)acetate